bis-[4-(p-methoxybenzylsulfonyloxy)phenyl]urea COC1=CC=C(CS(=O)(=O)OC2=CC=C(C=C2)NC(NC2=CC=C(C=C2)OS(=O)(=O)CC2=CC=C(C=C2)OC)=O)C=C1